FC=1C=NC=C(C1CC#N)OC 2-(3-fluoro-5-methoxypyridin-4-yl)acetonitrile